C(C)OC(=O)C=1C=NN2C1N=C(C=C2)N2CCC1(COC1)CC2.C(C)[Si](OCCOCC)(OCCOCC)CC diethyl-bis-(2-ethoxyethoxy)silane Ethyl-5-(2-oxa-7-azaspiro[3.5]nonan-7-yl)pyrazolo[1,5-a]pyrimidine-3-carboxylate